3-((6-nitro-2-oxo-3,4-dihydroquinolin-1(2H)-yl)methyl)benzonitrile [N+](=O)([O-])C=1C=C2CCC(N(C2=CC1)CC=1C=C(C#N)C=CC1)=O